CC1=CNC2=NC=C(C=C21)C=2C=C1CCN(CC1=C(C2)[C@H]2NCCOC2)C2CCOCC2 (R)-3-(6-(3-methyl-1H-pyrrolo[2,3-b]pyridin-5-yl)-2-(tetrahydro-2H-pyran-4-yl)-1,2,3,4-tetrahydroisoquinolin-8-yl)morpholine